NC=1C=NN(C1)CC1=CN=C(C=C1C#N)N1CCC1 5-((4-Amino-1H-pyrazol-1-yl)methyl)-2-(azetidin-1-yl)isonicotinonitrile